diphenyl-(2-naphthyl)phosphine C1(=CC=CC=C1)P(C1=CC2=CC=CC=C2C=C1)C1=CC=CC=C1